Cl.CN1N=CC2=C(C=CC(=C12)C#N)OC1CCC(CC1)N 1-Methyl-4-(((1r,4r)-4-aminocyclohexyl)oxy)-1H-indazole-7-carbonitrile hydrochloride